1-(4-(8-(4-(2-methylpyridin-4-yl)benzylamino)-2,7-naphthyridin-3-yl)piperazin-1-yl)ethanone CC1=NC=CC(=C1)C1=CC=C(CNC=2N=CC=C3C=C(N=CC23)N2CCN(CC2)C(C)=O)C=C1